methoxy-N-allyltryptamine CON(CCC1=CNC2=CC=CC=C12)CC=C